5-((1R,4R)-2-oxa-5-azabicyclo[2.2.1]heptan-5-yl)-N-(2-chloro-4-(4-(hydroxymethyl-yl)piperidin-1-yl)phenyl)pyrazolo[1,5-a]pyrimidine-3-carboxamide [C@H]12OC[C@H](N(C1)C1=NC=3N(C=C1)N=CC3C(=O)NC3=C(C=C(C=C3)N3CCC(CC3)=CO)Cl)C2